N-γ-maleimidobutyryl-oxysuccinimide C1(C=CC(N1CCCC(=O)ON1C(CCC1=O)=O)=O)=O